2,2-dimethyl-N-((5-(trifluoro-methyl)pyridin-2-yl)methyl)-propan-1-amine CC(CNCC1=NC=C(C=C1)C(F)(F)F)(C)C